ClC=1C=C2C=NN=C(C2=CC1)N/N=C(\C)/C=1C=NC(=CC1)N1C(=NC(=C1)C)C (E)-6-chloro-1-(2-(1-(6-(2,4-dimethyl-1H-imidazol-1-yl)pyridin-3-yl)ethylidene)hydrazineyl)phthalazine